Pentapropylene Glycol Diacrylate C(C=C)(=O)OC(C)COC(C)COC(C)COC(C)COC(C)COC(C=C)=O